C(#C)C=1C=CC(=NC1)C 5-ethynyl-2-methyl-pyridine